1-amino-4,4-difluorocyclohexane-1-carboxylic acid NC1(CCC(CC1)(F)F)C(=O)O